[6-[(3aS,7S,7aR)-7-azido-2,2-dimethyl-4,6,7,7a-tetrahydro-3aH-[1,3]dioxolo[4,5-c]pyridin-5-yl]-6-oxo-hexyl] benzoate C(C1=CC=CC=C1)(=O)OCCCCCC(=O)N1C[C@H]2[C@@H]([C@H](C1)N=[N+]=[N-])OC(O2)(C)C